(3z,6z)-3-benzylidene-6-((5-tert-butyl-1H-imidazol-4-yl)deutero-methylene)piperazine-2,5-dione C(/C1=CC=CC=C1)=C/1\C(N\C(\C(N1)=O)=C(\[2H])/C=1N=CNC1C(C)(C)C)=O